C(#N)C1CC(C1)OC1C(NCC2C3=C(N(N=C13)C1=CC=C(C=C1)C1CCC1)CCN2C(=O)[O-])=O 9-(3-cyanocyclobutoxy)-2-(4-cyclobutylphenyl)-8-oxo-2,3,4,5a,6,7,8,9-octahydro-5H-1,2,5,7-tetraazabenzo[cd]azulene-5-carboxylate